ClC1=C(C=CC=C1)N1C(N=C(C2=CC=C(C=C12)C1CC1)NCCCS(=O)(=O)N)=O 3-((1-(2-chlorophenyl)-7-cyclopropyl-2-oxo-1,2-dihydroquinazolin-4-yl)-amino)propane-1-sulfonamide